C(C1=CC=CC=C1)N1CC[C@@H]2N(CC([C@@H]21)(F)F)C(=O)OC(C)(C)C (cis)-tert-butyl 4-benzyl-3,3-difluorohexahydropyrrolo[3,2-b]pyrrole-1(2H)-carboxylate